CN(C1=C(C=C(C=C1)I)CCCC)C N,N-dimethyl-(butyl)-4-iodoaniline